C1C[C@H](CC=2C3=CC=CC=C3NC12)NC=1C2=C(N=C(N1)C=1C(=NC=CC1)O)SC=N2 (R)-3-(7-((2,3,4,9-tetrahydro-1H-carbazol-3-yl)amino)thiazolo[5,4-d]pyrimidin-5-yl)pyridin-2-ol